5-bromo-6-chloro-8-(4-(trifluoromethoxy)phenyl)quinoxaline BrC1=C2N=CC=NC2=C(C=C1Cl)C1=CC=C(C=C1)OC(F)(F)F